N-[6-(5-chloro-1,3-benzoxazol-2-yl)spiro[3.3]heptan-2-yl]-N-methyl-2-methylsulfonyl-pyridine-4-carboxamide ClC=1C=CC2=C(N=C(O2)C2CC3(CC(C3)N(C(=O)C3=CC(=NC=C3)S(=O)(=O)C)C)C2)C1